2-(trimethylsilyl)ethyl-N6-[(2,5-dioxo-2,5-dihydro-1H-pyrrol-1-yl)acetyl]-D-lysinat C[Si](CCOC([C@H](N)CCCCNC(CN1C(C=CC1=O)=O)=O)=O)(C)C